N,N'-diphenyl-1,4,5,8-naphthalenetetracarboxylic acid diimide C1(=CC=CC=C1)N=C(O)C1=CC=C(C=2C(=CC=C(C12)C(=O)O)C(=O)O)C(O)=NC1=CC=CC=C1